COC1=C2C(=NC=C1)C(=C(N2COCC[Si](C)(C)C)C2=CC(=NC=C2)N)C2=NC=CC=C2 4-[7-methoxy-3-(pyridin-2-yl)-1-{[2-(trimethylsilyl)ethoxy]methyl}-1H-pyrrolo[3,2-b]pyridin-2-yl]pyridin-2-amine